C(C=C)(=O)O.B(F)(F)F trifluoro-boric acid acrylate